COC(=O)C1CC(C1)C(NC=1SC(=C(C1C1=NC(=NO1)C1CC1)C)C)=O methyl-3-((3-(3-cyclopropyl-1,2,4-oxadiazol-5-yl)-4,5-dimethylthiophen-2-yl)carbamoyl)cyclobutane-1-carboxylate